5-[3-[[4-[(3-methoxyphenyl)sulfonylmethyl]phenyl]-carbamoyl]phenyl]-2-methyl-pyridine-3-carboxylic acid COC=1C=C(C=CC1)S(=O)(=O)CC1=CC=C(C=C1)NC(=O)C=1C=C(C=CC1)C=1C=C(C(=NC1)C)C(=O)O